2,5-Pyrroledione N1C(C=CC1=O)=O